4-hydroxy-1-phenyl-3-(trifluoroacetyl)quinolin-2(1H)-one dihydrate O.O.OC1=C(C(N(C2=CC=CC=C12)C1=CC=CC=C1)=O)C(C(F)(F)F)=O